FC1=C(C=CC(=C1[N+](=O)[O-])N1CCN(CC1)C)C1=CC=C(C=C1)NC(CC1CCOCC1)=O N-(2'-fluoro-4'-(4-methylpiperazin-1-yl)-3'-nitro[1,1'-biphenyl]-4-yl)-2-(tetrahydro-2H-pyran-4-yl)acetamide